C(C)(C)OC(=O)N1CCN(CC1)C1=NC=2N(C=C1)N=CC2C=2C=NC=CC2F 4-(3-(4-fluoropyridin-3-yl)pyrazolo[1,5-a]pyrimidin-5-yl)piperazine-1-carboxylic acid isopropyl ester